CN(C1=C2C(=CC=CC2=CC=C1)S(=O)(=O)Cl)C 5-[dimethylamino]naphthalene-4-sulfonyl chloride